N[C@H]1CS(C2=C(N(C1=O)CC1=C(C=C(C=C1)S(=O)(=O)C)F)C=C(C(=C2)F)C=2OC(=NN2)C(C)(C)C)(=O)=O (3R)-3-amino-7-(5-tert-butyl-1,3,4-oxadiazol-2-yl)-8-fluoro-5-[(2-fluoro-4-methylsulfonyl-phenyl)methyl]-1,1-dioxo-2,3-dihydro-1λ6,5-benzothiazepin-4-one